4-chloro-7-((6-(2-(dimethylamino)ethyl)-5-(tetrahydro-2H-pyran-4-yl)pyridin-2-yl)amino)-1-oxo-1,3-dihydro-2H-pyrrolo[3,4-c]pyridine-2-carboxylic acid tert-butyl ester C(C)(C)(C)OC(=O)N1CC=2C(=NC=C(C2C1=O)NC1=NC(=C(C=C1)C1CCOCC1)CCN(C)C)Cl